C(CCC)OC1=C(C=CC=C1C1=CC=CC=C1)O butoxy-m-phenylphenol